1-Ethyl 5-(prop-1-en-2-yl)pyrazolo[1,5-a]pyrimidine-3-carboxylate C=C(C)C1=NC=2N(C=C1)N=CC2C(=O)OCC